FC=1C=C(C=NC1)NC(O[C@H](C)[C@H](C)OC1=CC2=C(N=C(S2)C=2C=C(C=C3C=C(C=NC23)OC)Cl)C=C1F)=O (2R,3S)-3-((2-(6-chloro-3-methoxyquinolin-8-yl)-5-fluorobenzo[d]thiazol-6-yl)oxy)butan-2-yl (5-fluoropyridin-3-yl)carbamate